sulfenyl-alanine S=N[C@@H](C)C(=O)O